CN(CCN(C1=NC(=CC(=N1)C(=O)N)C#C)C)C 2-((2-(Dimethylamino)ethyl)(methyl)amino)-6-ethynylpyrimidine-4-carboxamide